(2S,5R)-1-(4,6-bis(trifluoromethyl)-pyridin-2-yl)-N-(4-fluorophenyl)-N,5-dimethylpyrrolidine-2-carboxamide FC(C1=CC(=NC(=C1)C(F)(F)F)N1[C@@H](CC[C@H]1C)C(=O)N(C)C1=CC=C(C=C1)F)(F)F